2-(2-(ethylsulfonylamino)thiazol-4-yl)-N-(4-(5-fluoropyridin-3-yl)phenyl)-2-methylpropanamide C(C)S(=O)(=O)NC=1SC=C(N1)C(C(=O)NC1=CC=C(C=C1)C=1C=NC=C(C1)F)(C)C